C(C)OS(=N)OCC diethoxysulfimide